4-[2-amino-5-(3,4-difluorophenyl)-4-ethyl-3-pyridyl]phenol NC1=NC=C(C(=C1C1=CC=C(C=C1)O)CC)C1=CC(=C(C=C1)F)F